ClC1=C(C=CC=C1)[C@@H]([C@@H](C)C=1N(C(C(=C(N1)C(=O)NC=1C=NOC1)O)=O)C)C=1C=NN(C1)CC1COC1 2-((1S,2R)-1-(2-chlorophenyl)-1-(1-(oxetan-3-ylmethyl)-1H-pyrazol-4-yl)propan-2-yl)-5-hydroxy-N-(isoxazol-4-yl)-1-methyl-6-oxo-1,6-dihydropyrimidine-4-carboxamide